2-(2-fluoro-4-methoxystyryl)oxazole FC1=C(C=CC=2OC=CN2)C=CC(=C1)OC